C(C)OC(CN1CCC(CC1)OC1=C(C=CC2=CN(N=C12)CC1=C2C=CNC2=C(C=C1S(=O)(=O)C)C)C#N)=O.FC([C@@H]1NCC1)(F)F (2R,1S)-2-(trifluoromethyl)azetidine ethyl-2-(4-((6-cyano-2-((7-methyl-5-(methylsulfonyl)-1H-indol-4-yl)methyl)-2H-indazol-7-yl)-oxy)piperidin-1-yl)acetate